COC(CN(C(OCC)=O)[C@@H](C=O)C)OC Ethyl (R)-(2,2-dimethoxyethyl)(1-oxopropan-2-yl)carbamate